2,5-dichloro-N-(2,4-difluoro-3-(8-methyl-2-(methylamino)-7-oxo-7,8-dihydropyrido[2,3-d]pyrimidin-6-yl)phenyl)benzenesulfonamide ClC1=C(C=C(C=C1)Cl)S(=O)(=O)NC1=C(C(=C(C=C1)F)C1=CC2=C(N=C(N=C2)NC)N(C1=O)C)F